tert-butyl 4-(6-methylsulfanylpyridazin-4-yl)piperazine-1-carboxylate CSC1=CC(=CN=N1)N1CCN(CC1)C(=O)OC(C)(C)C